N[C@H](C(=O)NCCO[C@@H]1[C@H](O)[C@@H](O)[C@H](O)[C@H](O1)CO)CCC(=O)NCCO[C@@H]1[C@H](O)[C@@H](O)[C@H](O)[C@H](O1)CO (S)-2-amino-N1,N5-bis{2-[(α-D-glucopyranosyl)oxy]ethyl}pentanediamide